thallium tri-iodide [I-].[I-].[I-].[Tl+3]